6-(4-((5-Cyclopropyl-1H-pyrazol-3-yl)amino)pyrimidin-2-yl)-2,6-diazaspiro[3.4]octane-2-carboxylic acid tert-butyl ester C(C)(C)(C)OC(=O)N1CC2(C1)CN(CC2)C2=NC=CC(=N2)NC2=NNC(=C2)C2CC2